6-(1H-1,2,3-triazol-1-yl)-5-(trifluoromethyl)Pyridin-3-amine N1(N=NC=C1)C1=C(C=C(C=N1)N)C(F)(F)F